2-(Ethylsulfanyl)-5-nitropyrimidine-4,6-diol C(C)SC1=NC(=C(C(=N1)O)[N+](=O)[O-])O